2-aminobutyltriethoxysilane NC(C[Si](OCC)(OCC)OCC)CC